2,3,6,7-tetrahydro-9-bromomethyl-1H,5H-quinolizino(9,1-gh)coumarin C1CC2=CC3=C(C4=C2N(C1)CCC4)OC(=O)C=C3CBr